FC1=C(C=C(C=C1)C1=CC(NCC1)C(=O)N)CF 4-(4-fluoro-3-(fluoromethyl)phenyl)-1,2,5,6-tetrahydropyridine-2-carboxamide